((R)-1-(2,2,2-trifluoroethyl)pyrrolidin-3-yl)-4-azaspiro[2.5]octane-7-carboxamide FC(CN1C[C@H](CC1)C1CC12NCCC(C2)C(=O)N)(F)F